1-amino-N-(3,4-dimethoxyphenyl)cyclohexane-1-formamide NC1(CCCCC1)C(=O)NC1=CC(=C(C=C1)OC)OC